N=1CCCCCC1 3,4,5,6-tetrahydro-[2H]azepine